ClC=1C=CC(=C2C=CN=CC12)N1C(C(=CC2=CC=C(N=C12)C(F)(F)F)C(=O)[O-])=O 1-(8-chloroisoquinolin-5-yl)-2-oxo-7-(trifluoromethyl)-1,2-dihydro-1,8-naphthyridine-3-carboxylate